C(C)(C)NC1=CC(=NC=N1)O[C@@H]1C[C@@H](N(C1)CC1=CN=C(S1)NC(C)=O)C N-(5-(((2S,4R)-4-((6-(isopropylamino)pyrimidin-4-yl)oxy)-2-methylpyrrolidin-1-yl)methyl)thiazol-2-yl)acetamide